C[C@H]1[C@@H](CC[C@H]2CC[C@]3([C@@]4(CC[C@@H]5[C@](CC=6C=CC=NC6C5(C)C)([C@H]4CC=C3[C@H]12)C)C)C)C (1S,2R,4aS,6aS,6bR,8aR,14aR,14bR,16bS)-1,2,6a,6b,9,9,14a-heptamethyl-1,2,3,4,4a,5,6,6a,6b,7,8,8a,9,14,14a,14b,15,16b-octadecahydrochryseno[1,2-g]Quinolin